N1=CC=CC=2CN(CCC12)C1=C(C=CC=N1)C 6-(7,8-dihydro-5H-1,6-naphthyridin-6-yl)-5-methyl-pyridine